(R)-(1-(4-fluorophenyl)-6-((1-methyl-1H-imidazol-2-yl)sulfonyl)-4,4a,5,6,7,8-hexahydro-1H-pyrazolo[3,4-g]isoquinolin-4a-yl)(4-(trifluoromethyl)pyridin-2-yl)methanone FC1=CC=C(C=C1)N1N=CC2=C1C=C1CCN(C[C@]1(C2)C(=O)C2=NC=CC(=C2)C(F)(F)F)S(=O)(=O)C=2N(C=CN2)C